3-(3-acetyl-7-methoxyindolizine-1-carboxamido)-4-fluoro-5-(1-methyl-1H-pyrazol-4-yl)benzoic acid C(C)(=O)C1=CC(=C2C=C(C=CN12)OC)C(=O)NC=1C=C(C(=O)O)C=C(C1F)C=1C=NN(C1)C